The molecule is an arabinaric acid. It is a conjugate acid of a L-arabinarate(1-). It is an enantiomer of a D-arabinaric acid. [C@@H](C([C@H](C(=O)O)O)O)(C(=O)O)O